C(C(=O)O)(=O)O.C(C)N(C(C1=C(C=CC(=C1)F)OC1=C(N=CN=N1)N1CC2(CN(C2)[C@@H](C(C)C)CCCN(C)CCOC)CC1)=O)C(C)C (R)-N-ethyl-5-fluoro-N-isopropyl-2-((5-(2-(6-((2-methoxyethyl)(methyl)amino)-2-methylhexan-3-yl)-2,6-diazaspiro[3.4]octan-6-yl)-1,2,4-triazin-6-yl)oxy)benzamide oxalate